N-(4-(4-Amino-1-(4-methoxybenzyl)-1H-pyrazolo[3,4-d]pyrimidin-3-yl)phenyl)-6-isoPropyl-2-(5-methylpyridin-2-yl)-3-oxo-2,3-dihydropyridazine-4-carboxamide NC1=C2C(=NC=N1)N(N=C2C2=CC=C(C=C2)NC(=O)C=2C(N(N=C(C2)C(C)C)C2=NC=C(C=C2)C)=O)CC2=CC=C(C=C2)OC